C(C)(C)(C)C1=C([O-])C(=CC(=C1)C)C(C)(C)C 2,6-di-tert-butyl-4-methyl-phenoxide